C1(CCCCC1)N1C(=CC=2C1=C1C(=NC2)NC=C1)C1CCCC1 1-cyclohexyl-2-cyclopentyl-1,6-dihydrodipyrrolo[2,3-b:2',3'-d]Pyridine